(S)-1-[2-(6-[2-Hydroxyethyl]benzo[d]isoxazol-3-yl)phenyl]-2-(pyridine-2-yl)ethan-1-amine OCCC1=CC2=C(C(=NO2)C2=C(C=CC=C2)[C@H](CC2=NC=CC=C2)N)C=C1